3-{3'-adamantan-1-yl-4'-[4-(tetrahydro-pyran-2-yloxycarbamoyl)-butoxy]-biphenyl-4-yl}-acrylic acid tert-butyl ester C(C)(C)(C)OC(C=CC1=CC=C(C=C1)C1=CC(=C(C=C1)OCCCCC(NOC1OCCCC1)=O)C12CC3CC(CC(C1)C3)C2)=O